t-butyl-peroxy-2-ethyl hexyl monocarbonate C(OC(C)OOC(C)(C)C)(OCCCCCC)=O